CC(C(CCC)O)O 2,3-hex-anediol